ClC1=NC=CC2=CC(=CC=C12)OCC1(COC1)C 1-chloro-6-((3-methyloxetan-3-yl)methoxy)isoquinoline